C(CC)N(CCC)[Si](C1=CC(=CC=C1)C=C)(C)C (dipropylamino)dimethyl-(3-vinylphenyl)silane